N[C@H](C(=O)OC)CC1=CC(=CC(=C1)I)O methyl (S)-2-amino-3-(3-hydroxy-5-iodophenyl)propanoate